1,1-dimethyl-1,2,3,4-tetrahydroisoquinolin-6-ol CC1(NCCC2=CC(=CC=C12)O)C